5-(ethylthio)-4-(1-methyl-5-(4-(trifluoromethoxy)phenyl)-1H-imidazol-2-yl)-2-(1H-1,2,4-triazol-1-yl)pyrimidine C(C)SC=1C(=NC(=NC1)N1N=CN=C1)C=1N(C(=CN1)C1=CC=C(C=C1)OC(F)(F)F)C